t-butyl (S)-6-(4-methylpiperazine-1-carbonyl)-8-((tetrahydrofuran-3-yl) amino)-3,4-dihydroisoquinoline-2(1H)-carboxylate CN1CCN(CC1)C(=O)C=1C=C2CCN(CC2=C(C1)N[C@@H]1COCC1)C(=O)OC(C)(C)C